4-methyl-5-((1-methyl-6-((1-methyl-1H-pyrazol-4-yl)amino)-1H-pyrazolo[3,4-d]pyrimidin-3-yl)amino)-N-(2-(tetrahydro-1H-furo[3,4-c]pyrrol-5(3H)-yl)ethyl)thiophene-2-carboxamide CC=1C=C(SC1NC1=NN(C2=NC(=NC=C21)NC=2C=NN(C2)C)C)C(=O)NCCN2CC1C(C2)COC1